FC=1C=C2C=C(NC2=CC1OCC1=CC(=NO1)C)CNC(COC)=O N-((5-fluoro-6-((3-methylisoxazol-5-yl)methoxy)-1H-indol-2-yl)methyl)-2-methoxyacetamide